[C@H]12CN(C[C@H](CC1)N2)C2=CC(=C(C=C2)NC2=NC=C(C(=N2)C2=CC=1S(CCOCC1S2)(=O)=O)C(F)(F)F)CC 7-(2-((4-((1R,5S)-3,8-diazabicyclo[3.2.1]octan-3-yl)-2-ethylphenyl)amino)-5-(trifluoromethyl)pyrimidin-4-yl)-2,3-dihydro-5H-thieno[3,2-e][1,4]oxathiepine 1,1-dioxide